(2S)-1-N-{4-Methyl-5-[2-(1,1,1-trifluoro-2-methylpropan-2-yl)pyridin-4-yl]-1,3-thiazol-2-yl}pyrrolidine-1,2-dicarboxamide CC=1N=C(SC1C1=CC(=NC=C1)C(C(F)(F)F)(C)C)NC(=O)N1[C@@H](CCC1)C(=O)N